CN1C2CC(CC1CC2)CC(C(=O)O)(C2=CC=CC=C2)C2=CC=CC=C2 3-((endo)-8-methyl-8-azabicyclo[3.2.1]oct-3-yl)-2,2-diphenyl-propionic acid